tert-butyl N-[4-[2-[[5-[[2-(4,5-dichloro-6-oxo-pyridazin-1-yl)acetyl]amino]-2-methyl-phenyl]sulfonylamino]ethyl]thiazol-2-yl]carbamate ClC=1C=NN(C(C1Cl)=O)CC(=O)NC=1C=CC(=C(C1)S(=O)(=O)NCCC=1N=C(SC1)NC(OC(C)(C)C)=O)C